C(C)(C)(C)C1(CC(=NC=C1)C1=NC=CC=C1)C(C)(C)C 4,4-di-tert-butyl-bipyridyl